2-ethyl-1-butanal C(C)C(C=O)CC